trans-4-((4-(2-Isopropyloxazol-4-yl) pyridin-2-yl)((trans-4-(5-methoxy-6-methylpyridin-2-yl)cyclohexyl) methyl)carbamoyl)cyclohexyl (2-hydroxy-2-methylpropyl)carbamate OC(CNC(O[C@@H]1CC[C@H](CC1)C(N(C[C@@H]1CC[C@H](CC1)C1=NC(=C(C=C1)OC)C)C1=NC=CC(=C1)C=1N=C(OC1)C(C)C)=O)=O)(C)C